CN1C(N(CC1)C1CC2CN(C1CC2)C=2N=C(C(=NC2)C(=O)N)NC2=CC=C(C=C2)C2CCNCC2)=O (6-(3-methyl-2-oxoimidazolin-1-yl)-2-azabicyclo[2.2.2]oct-2-yl)-3-((4-(piperidin-4-yl)phenyl)amino)pyrazine-2-carboxamide